NC(CCNC(=O)C1=CC(=CN1)NC(=O)C=1N(C=C(C1)NC(C1=CC=C(C=C1)\C=C\C=1C=NC2=CC=CC=C2C1)=O)C)=N (E)-N-(5-((3-amino-3-iminopropyl)carbamoyl)-1H-pyrrol-3-yl)-1-methyl-4-(4-(2-(quinolin-3-yl)vinyl)benzamido)-1H-pyrrole-2-carboxamide